C(C)OC(C[SiH2]CCCN1[SiH2]CCC1)OCC 3-diethoxyethylsilylpropyl-1-aza-2-silacyclopentane